chloro-2-(4-(2,4-difluorobenzyl)-3-methylpiperazin-1-yl)pyrido[3,4-b]pyrazine ClC1=C(N=C2C(=N1)C=NC=C2)N2CC(N(CC2)CC2=C(C=C(C=C2)F)F)C